CN1CC(C(C1)C1=CC=CC=C1)C1C(C1)(C(=O)N)CC1=CC(=CC=C1)C (1-methyl-4-phenylpyrrolidin-3-yl)-1-(3-methylbenzyl)cyclopropane-1-carboxamide